5-(4-bromophenyl)-3-(trifluoromethyl)-1H-pyrazole-4-carbonitrile BrC1=CC=C(C=C1)C1=C(C(=NN1)C(F)(F)F)C#N